N[C@@H]1[C@H](CCC1)NC(=O)C1=NC(=CN=C1)C=1NC2=CC(=C(C=C2C1C)F)Cl N-((1S,2S)-2-aminocyclopentyl)-6-(6-chloro-5-fluoro-3-methyl-1H-indol-2-yl)pyrazine-2-carboxamide